3-(2-(1H-indazol-6-yl)-6-(methylcarbamoyl)-1H-benzo[d]imidazol-1-yl)-4,4-dimethylvaleric acid N1N=CC2=CC=C(C=C12)C1=NC2=C(N1C(CC(=O)O)C(C)(C)C)C=C(C=C2)C(NC)=O